1-(4-boraphenyl)-2-phenyl-1H-benzimidazole C1(=CC=BC=C1)N1C(=NC2=C1C=CC=C2)C2=CC=CC=C2